O1CC[C@@H](C2=CC=CC=C12)NC(=O)C=1C=NC2=C(C=CC=C2C1N(C)C)C=1CCN(CC1)C(=O)OC(C)(C)C tert-butyl (S)-4-(3-(chroman-4-ylcarbamoyl)-4-(dimethylamino)quinolin-8-yl)-3,6-dihydropyridine-1(2H)-carboxylate